8-(1-(2,2-difluoroethyl)-1H-pyrazolo[3,4-b]pyrazin-6-yl)-2-(2-(trifluoromethyl)pyrimidin-4-yl)-2,8-diazaspiro[4.5]decane FC(CN1N=CC=2C1=NC(=CN2)N2CCC1(CCN(C1)C1=NC(=NC=C1)C(F)(F)F)CC2)F